4-tert-pentylbenzene C(C)(C)(CC)C1=CC=CC=C1